N-(tert-butoxycarbonyl)-3-methyl-d3-L-valine-d6 C(C)(C)(C)OC(=O)N([C@@](C(C([2H])([2H])[2H])(C[2H])C([2H])([2H])[2H])(C(=O)O)[2H])[2H]